tert-butyl 2-((1r,4r)-4-(2-(4-(4-(2-((S)-2-cyano-4,4-difluoropyrrolidin-1-yl)-2-oxoethylcarbamoyl)quinolin-6-yl)phenoxy)ethylcarbamoyl) cyclohexylamino)-2-oxoethylcarbamate C(#N)[C@H]1N(CC(C1)(F)F)C(CNC(=O)C1=CC=NC2=CC=C(C=C12)C1=CC=C(OCCNC(=O)C2CCC(CC2)NC(CNC(OC(C)(C)C)=O)=O)C=C1)=O